6-isopropyl-5-(8-methoxy-[1,2,4]triazolo[1,5-a]pyridin-6-yl)-N-(2,2,2-trifluoroethyl)-4H-pyrrolo[3,2-d]thiazole-2-carboxamide C(C)(C)C1=C(NC2=C1N=C(S2)C(=O)NCC(F)(F)F)C=2C=C(C=1N(C2)N=CN1)OC